C(C1=CC=CC=C1)N1C(=NC(=C1)C1=C(C=CC(=C1)F)F)[C@@H](C(C)(C)C)N(CCCNC(OC(C)(C)C)=O)C(C1=CC=C(C=C1)[N+](=O)[O-])=O tert-Butyl {3-[{(1R)-1-[1-benzyl-4-(2,5-difluorophenyl)-1H-imidazol-2-yl]-2,2-dimethylpropyl}(4-nitrobenzoyl)amino]propyl}carbamate